2-cyclopentyl-6-methoxy-N-(piperazin-1-ylmethyl)-7-(3-(pyrrolidin-1-yl)propoxy)quinazolin-4-amine C1(CCCC1)C1=NC2=CC(=C(C=C2C(=N1)NCN1CCNCC1)OC)OCCCN1CCCC1